1-(4-methyl-2-morpholino-1,3-thiazol-5-yl)ethan-1-one CC=1N=C(SC1C(C)=O)N1CCOCC1